CC(C(C)O)(C)O dimethyl-1,2-propylene glycol